(3S,3aS)-3-(Aminomethyl)-8-fluoro-7-thiomorpholino-3a,4-dihydro-1H,3H-benzo[b]oxazolo[3,4-d][1,4]oxazin-1-one NC[C@@H]1OC(N2C3=C(OC[C@H]21)C=C(C(=C3)F)N3CCSCC3)=O